C[N+](C)(C)C.[OH-] Tetramethylammonium Oxide